Cl.N[C@@H]1[C@@H](OCC12CCN(CC2)C=2C(=NC(=C(N2)C)SC2=C(C=1N(C=C2)C=C(N1)C1=NC=CC=C1)Cl)CO)C (3-((3S,4S)-4-amino-3-methyl-2-oxa-8-azaspiro[4.5]decan-8-yl)-6-((8-chloro-2-(pyridin-2-yl)imidazo[1,2-a]pyridin-7-yl)thio)-5-methylpyrazin-2-yl)methanol hydrochloride